1-(3-(trifluoromethoxy)phenyl)ethylamine HCl Cl.FC(OC=1C=C(C=CC1)C(C)N)(F)F